C(C)N(CCSC1=NC=2N(C(=N1)NC1=C(C=C(C(=C1)[N+](=O)[O-])F)OC)N=CC2)CC 2-(2-(diethylamino)ethylthio)-4-(2-methoxy-4-fluoro-5-nitrophenylamino)pyrazolo[1,5-a][1,3,5]triazine